C(N)(=O)CC(C(=O)N1C(CC(C1)F)C(=O)NC(C1=CC=C(C=C1)C(C)C)C1=CC=CC=C1)NC(C)=O 1-(3-carbamoyl-2-acetamidopropanoyl)-4-fluoro-N-{phenyl[4-(propan-2-yl)phenyl]methyl}pyrrolidine-2-carboxamide